FC=1C=CC2=C(N=C(O2)NC=2OC3=C(N2)C=C(C=C3)C3(CC3)C(=O)O)C1 1-(2-((5-fluorobenzo[d]oxazol-2-yl)amino)benzo[d]oxazol-5-yl)cyclopropane-1-carboxylic acid